C(C)C1=CC=C(C=C1)S(=O)(=O)NCCN1CCC(CC1)CN1N=NC(=C1)C1=C(NC2=CC=C(C=C12)F)C(=O)OCCC(C)C Isopentyl 3-(1-((1-(2-((4-ethylphenyl)sulfonamido)ethyl)piperidin-4-yl)methyl)-1H-1,2,3-triazol-4-yl)-5-fluoro-1H-indol-2-carboxylat